Sulfur TRI-oxide S(=O)(=O)=O